COC=1C=C(C=CC1NCC#CC=1N(C2=CC=CC(=C2C1)NC1CCC(CC1)N1CCCC1)CC(F)(F)F)S(=O)(=O)N 3-methoxy-4-{[3-(4-{[(1S,4S)-4-(pyrrolidin-1-yl)cyclohexyl]amino}-1-(2,2,2-trifluoroethyl)-1H-indol-2-yl)prop-2-yn-1-yl]amino}benzene-1-sulfonamide